ClC1=CC(=NC(=C1)NC1=C(C=CC=C1)O)C(=O)N(C1=CC=CC=C1)C 4-chloro-6-((2-hydroxyphenyl)amino)-N-methyl-N-phenylpyridinamide